C1(CC1)CC1=NN=C(C2=CC(=CC=C12)C1=CC=C(C=C1)F)N (Cyclopropylmethyl)-7-(4-fluorophenyl)phthalazin-1-amine